2-methyl 5-oxopyrrolidine-1,2-dicarboxylate O=C1CCC(N1C(=O)[O-])C(=O)OC